OC1=NC(=CC(=C1)O)O 2,4,6-trihydroxypyridine